4-(1-(4-(1,1-Dioxido-thiomorpholino)-2-methoxyphenyl)-3-((quinuclidin-4-yl-methyl)amino)-1H-pyrazol-5-yl)-2-fluorobenzonitrile 2,2,2-trifluoroacetate FC(C(=O)O)(F)F.O=S1(CCN(CC1)C1=CC(=C(C=C1)N1N=C(C=C1C1=CC(=C(C#N)C=C1)F)NCC12CCN(CC1)CC2)OC)=O